ClCCN(C1=CC=C(C=C1)CCCC(=O)NC=1C=CC=C2C=CC=NC12)CCCl 4-(4-(bis(2-chloroethyl)amino)phenyl)-N-(quinoline-8-yl)butyramide